4-[5-(Butane-1-sulfonylaminocarbonyl)-1,3-dioxo-1,3-dihydroisoindol-2-yl]biphenyl C(CCC)S(=O)(=O)NC(=O)C=1C=C2C(N(C(C2=CC1)=O)C1=CC=C(C=C1)C1=CC=CC=C1)=O